COC(=O)C1=NC(=CC=C1C=1C(=CC2=C(OCCC3=C2SC=C3)C1)C(=O)O)N1CCCCC1 8-(2-(methoxycarbonyl)-6-(piperidin-1-yl)pyridin-3-yl)-4,5-dihydrobenzo[b]thieno[2,3-d]oxepine-9-carboxylic acid